N-(5-(4-((2s,4r)-1-acetyl-4-((4-chlorophenyl)amino)-2-methyl-1,2,3,4-tetrahydroquinolin-6-yl)benzoylamino)pentyl)-1-(2-cyanoacetyl)-5-(m-tolyl)piperidine-3-carboxamide C(C)(=O)N1[C@H](C[C@H](C2=CC(=CC=C12)C1=CC=C(C(=O)NCCCCCNC(=O)C2CN(CC(C2)C=2C=C(C=CC2)C)C(CC#N)=O)C=C1)NC1=CC=C(C=C1)Cl)C